sodium (Z)-2-nitro-3-oxoprop-1-en-1-olate hydrate O.[N+](=O)([O-])\C(=C/[O-])\C=O.[Na+]